4-((5-((3S,4S)-4-amino-3-methyl-2-oxa-8-aza-spiro[4.5]decan-8-yl)pyrazin-2-yl)thio)-3-chloro-N-(phenylsulfonyl)picolinamide N[C@@H]1[C@@H](OCC12CCN(CC2)C=2N=CC(=NC2)SC2=C(C(=NC=C2)C(=O)NS(=O)(=O)C2=CC=CC=C2)Cl)C